CC=1OC2=C(C1C(=O)O)C=C(C=C2)COC=2C(=NC=CC2)C(F)(F)F 2-methyl-5-(((2-(trifluoromethyl)pyridin-3-yl)oxy)methyl)benzofuran-3-carboxylic acid